C(NC(C1=CC=C(C=C1)C=1N=NC(=CC1)NC1C[C@@H]2[C@@H](CN(C2)CC2CCOCC2)C1)=O)([2H])([2H])[2H] N-(methyl-d3)-4-(6-(((3aR,5s,6aS)-2-((tetrahydro-2H-pyran-4-yl)methyl)octahydrocyclopenta[c]pyrrol-5-yl)amino)pyridazin-3-yl)benzamide